[O-]CC.[Na+].[Na+].[O-]CC disodium ethoxide salt